C(C)(C)(C)C=1C=C(C=C(C1O)C(C)(C)C)CCC(=O)Cl 3,5-di-tert-butyl-4-hydroxybenzenepropionyl chloride